C(C)N(CCOC1=CC=C(C=C1)NC=1N=CC2=C(N1)N(C(C(=C2)C2=C(C=CC=C2Cl)Cl)=O)C)C(C)=O 2-[[4-[2-[Ethyl(acetyl)amino]ethoxy]phenyl]amino]-8-methyl-6-(2,6-dichlorophenyl)pyrido[2,3-d]pyrimidine-7(8H)-one